C(=O)C1CCC(CC1)N1N=C2C=C(C(=CC2=C1)NC(=O)C1=NC(=CC=C1)C(F)(F)F)OC[C@H]1N(C(CC1)=O)COCC[Si](C)(C)C N-[2-(4-formylcyclohexyl)-6-[[(2S)-5-oxo-1-(2-trimethylsilylethoxymethyl)pyrrolidin-2-yl]methoxy]indazol-5-yl]-6-(trifluoromethyl)pyridine-2-carboxamide